[2H]C1(C(C2(OCCO2)C(N(C1([2H])[2H])CC1=CC=C(C=C1)OC)([2H])[2H])C(=O)NOC1OCCCC1)[2H] 7,7,8,8,10,10-hexadeuterio-9-[(4-methoxyphenyl)methyl]-N-tetrahydropyran-2-yloxy-1,4-dioxa-9-azaspiro[4.5]decane-6-carboxamide